NC1=C(SC2=NC(=CC(=C21)C)C)C(=O)NC2CC=1C=CC(=NC1CC2)N2CC(C(C2)N)(COC)F 3-amino-N-{2-[4-amino-3-fluoro-3-(methoxymethyl)pyrrolidin-1-yl]-5,6,7,8-tetrahydroquinolin-6-yl}-4,6-dimethylthieno[2,3-b]pyridine-2-carboxamide